COC(=O)C1=CC=2C(=NC=CC2)N1CC 1-ethyl-1H-pyrrolo[2,3-b]pyridine-2-carboxylic acid methyl ester